N1(N=CC=C1)C1=C2CCCC(C2=CC=C1)=O 5-(1H-pyrazol-1-yl)-3,4-dihydronaphthalen-1(2H)-one